FC(C=1C=C(C=C(C1)C(F)(F)F)[B-](C1=CC(=CC(=C1)C(F)(F)F)C(F)(F)F)(C1=CC(=CC(=C1)C(F)(F)F)C(F)(F)F)C1=CC(=CC(=C1)C(F)(F)F)C(F)(F)F)(F)F.C(CCCCCCCCCCC)C1=C(C=CC=C1)[S+](C1=C(C=CC=C1)CCCCCCCCCCCC)C1=C(C=CC=C1)CCCCCCCCCCCC tris(dodecylphenyl)sulfonium tetrakis(3,5-bis(trifluoromethyl)phenyl)borate